C(C)(C)(C)N1N=C(C=C1[C@@H]1C[C@@H](CC1)O)NC(CC1=CC(=NO1)C)=O N-(1-(tert-butyl)-5-(cis-3-hydroxycyclopentyl)-1H-pyrazol-3-yl)-2-(3-methylisoxazol-5-yl)acetamide